butyl 4-((R)-3-(diethoxy-phosphono)-2-{[6-((S)-3-methoxy-pyrrolidin-1-yl)-2-phenyl-pyrimidine-4-carbonyl]-amino}-propionyl)-piperazine-1-carboxylate C(C)OOP(=O)(OOCC)C[C@@H](C(=O)N1CCN(CC1)C(=O)OCCCC)NC(=O)C1=NC(=NC(=C1)N1C[C@H](CC1)OC)C1=CC=CC=C1